C[C@H]1[C@@H](NC(N1)=O)C(=O)OC(C)(C)C tert-butyl (4R,5S)-5-methyl-2-oxoimidazolidine-4-carboxylate